2-[3-(benzyloxy)-2-(1,3-dioxolan-2-yl)-5-(methoxymethyl)phenyl]-4,4,5,5-tetramethyl-1,3,2-dioxaborolane C(C1=CC=CC=C1)OC=1C(=C(C=C(C1)COC)B1OC(C(O1)(C)C)(C)C)C1OCCO1